(2S,4R)-4-((methylsulfonyl)oxy)pyrrolidine-1,2-dicarboxylic acid 1-(tert-butyl) ester 2-methyl ester COC(=O)[C@H]1N(C[C@@H](C1)OS(=O)(=O)C)C(=O)OC(C)(C)C